1-(3-(Benzyl-amino)bicyclo[1.1.1]pentan-1-yl)-N-(4-fluorophenyl)cyclobutanecarboxamide C(C1=CC=CC=C1)NC12CC(C1)(C2)C2(CCC2)C(=O)NC2=CC=C(C=C2)F